ClC=1C(=NC2=CC=C(C=C2C1)C1=CC=CC=C1)N1CCNCC1 3-chloro-6-phenyl-2-piperazin-1-yl-quinoline